(R)-(1-(methoxy(methyl)amino)-1-oxobutan-2-yl)carbamic acid tert-butyl ester C(C)(C)(C)OC(N[C@@H](C(=O)N(C)OC)CC)=O